C[Si](C)(C)N([Si](C)(C)C)C(CC(C)C)B(O)O[C@@]12[C@@](CCC(C1(C)C)C2)(C)O (1R)-(S)-pinanediol 1-bis(trimethylsilyl)amino-3-methylbutane-1-boronate